C(C)(C)(C)OC(NC/C(=C\F)/COC=1C=NC(=NC1)Cl)=O N-[(E)-2-[(2-chloropyrimidin-5-yl)oxymethyl]-3-fluoro-allyl]carbamic acid tert-butyl ester